tert-butyl 4-(methoxymethylene)-3,3-dimethylpiperidine-1-carboxylate COC=C1C(CN(CC1)C(=O)OC(C)(C)C)(C)C